(R)-(1,3-dimethyl-azetidin-3-yl)-(5-isopropoxy-pyridin-3-yl)-(4-isopropyl-phenyl)-methanol CN1CC(C1)(C)[C@](O)(C1=CC=C(C=C1)C(C)C)C=1C=NC=C(C1)OC(C)C